ClC=1C=NC(=C(C(=O)NC2CCC(CC2)CN2C(N(C3=C2C=CC=C3)C=3C=C2C(=NC3)C=CN2C)=O)C1)C 5-chloro-2-methyl-N-((1r,4r)-4-((3-(1-methyl-1H-pyrrolo[3,2-b]pyridin-6-yl)-2-oxo-2,3-dihydro-1H-benzo[d]imidazol-1-yl)methyl)cyclohexyl)nicotinamide